O=C1NC(CCC1N1C(N(C2=C1C=CC(=C2)N2CCC1(CCN(C1)C(=O)OC(C)(C)C)CC2)C)=O)=O tert-butyl 8-(1-(2,6-dioxopiperidin-3-yl)-3-methyl-2-oxo-2,3-dihydro-1H-benzo[d]imidazol-5-yl)-2,8-diazaspiro[4.5]decane-2-carboxylate